7a-(((tert-butyldimethylsilyl)oxy)methyl)-6-methylenehexahydro-3H-pyrrolizin-3-one [Si](C)(C)(C(C)(C)C)OCC12CC(CN2C(CC1)=O)=C